tert-Butyl (1R,3S,5R)-3-(((R)-1-cyclohexylethyl)carbamoyl)-5-methyl-2-azabicyclo[3.1.0]hexane-2-carboxylate C1(CCCCC1)[C@@H](C)NC(=O)[C@H]1N([C@@H]2C[C@@]2(C1)C)C(=O)OC(C)(C)C